2-chloro-4-fluoro-5-(3-methyl-2,6-dioxo-4-trifluoromethyl-2,3-dihydropyrimidin-1(6H)-yl)benzaldehyde ClC1=C(C=O)C=C(C(=C1)F)N1C(N(C(=CC1=O)C(F)(F)F)C)=O